C(C)(CC)C1=NC=2N(C(=C1CC)OCC=1OC(OC1C)=O)C1=C(N2)C=CC=C1 4-(((2-(sec-Butyl)-3-ethylbenzo[4,5]imidazo[1,2-a]pyrimidin-4-yl)oxy)methyl)-5-methyl-1,3-dioxol-2-one